N,N-DIMETHYL-METHACRYLAMIDE CN(C(C(=C)C)=O)C